1,3-bis(chloromethoxy)-2-((chloromethoxy)methyl)propane ClCOCC(COCCl)COCCl